BrC=1SC=C(N1)CBr 2-bromo-4-(bromomethyl)-1,3-thiazole